3-Chloro-5-iodoisoquinoline ClC=1N=CC2=CC=CC(=C2C1)I